FC(OC=1C=NC=CC1)F 3-(difluoromethoxy)pyridin